S1C(=CC=C1)C1=NC2=CC=CC=C2C=C1.S1C(=CC=C1)C1=NC2=CC=CC=C2C=C1.[Ir+3] iridium (III) bis((thienyl)quinoline)